Cl.NC1=NC2=C(N1C)C=C(C=C2C2=C(N(N=C2)C)C2=C(C#N)C=CC=C2)CC 2-[4-(2-amino-6-ethyl-1-methyl-benzoimidazol-4-yl)-2-methyl-pyrazol-3-yl]benzonitrile hydrochloride